(5-chloro-6-methyl-3-pyridyl)-2-[(2R,5S)-5-methyl-2-(2-oxo-3,4-dihydro-1H-quinolin-6-yl)-1-piperidyl]-2-oxo-acetamide ClC=1C=C(C=NC1C)NC(C(=O)N1[C@H](CC[C@@H](C1)C)C=1C=C2CCC(NC2=CC1)=O)=O